FC(COC=1C(=NC(=NC1OC)NS(=O)(=O)C1=CNC=C1)OC)F N-[5-(2,2-difluoroethoxy)-4,6-dimethoxy-pyrimidin-2-yl]-1H-pyrrole-3-sulfonamide